5-[3-(4-bromophenylamino)-2-hydroxypropyl]-1,3,4-oxadiazol-2(3H)-one BrC1=CC=C(C=C1)NCC(CC1=NNC(O1)=O)O